N-dodecyl-N-decyl-tolylammonium [tetrakis(perfluorophenyl)borate] FC1=C(C(=C(C(=C1F)F)F)F)[B-](C1=C(C(=C(C(=C1F)F)F)F)F)(C1=C(C(=C(C(=C1F)F)F)F)F)C1=C(C(=C(C(=C1F)F)F)F)F.C(CCCCCCCCCCC)[NH+](CCCCCCCCCC)C1=C(C=CC=C1)C